2-(2-chloro-5-fluoropyrimidin-4-yl)-5-methyl-1,3,4-thiadiazole ClC1=NC=C(C(=N1)C=1SC(=NN1)C)F